CC=1NC(C2=C(N1)CCSC2)=O 2-methyl-3,5,7,8-tetrahydro-4H-thiopyrano[4,3-d]pyrimidin-4-one